FC=1C=2N(C=CC1)N=C(C2)[C@H]2N(CCC1=C2N=CN1)C1=CC=CC=C1 (S)-4-(4-fluoropyrazolo[1,5-a]pyridin-2-yl)-5-phenyl-4,5,6,7-tetrahydro-1H-imidazo[4,5-c]pyridine